C[Si](CCOCN1C=NC(=C1)C(C)=NO)(C)C 1-(1-((2-(Trimethylsilyl)ethoxy)methyl)-1H-imidazol-4-yl)ethan-1-one oxime